6,7-dihydroquinoline N1=CC=CC2=CCCC=C12